C(#C)C1=CC=CC=2C(N([C@H]3C=4N([C@@H](C21)C3)C3=C(N4)C=CC(=C3)C=3C=NC=NC3)C([2H])([2H])[2H])=O 5-((7R,14R)-1-ethynyl-6-(methyl-d3)-5-oxo-5,6,7,14-tetrahydro-7,14-methanobenzo[f]benzo[4,5]imidazo[1,2-a][1,4]diazocin-11-yl)pyrimidin